OC[C@@H](C1=CC=CC=C1)N1C(C(=CC=C1)C(=O)O)=O 1-[(1R)-2-hydroxy-1-phenylethyl]-2-oxo-1,2-dihydropyridine-3-carboxylic acid